3-((4-(4-amino-3'-fluoro-[1,4'-bipiperidin]-1'-yl)-3-fluorophenyl)amino)piperidine-2,6-dione NC1CCN(CC1)C1C(CN(CC1)C1=C(C=C(C=C1)NC1C(NC(CC1)=O)=O)F)F